2-azido-1-(3-methylpyridin-2-yl)ethan-1-one N(=[N+]=[N-])CC(=O)C1=NC=CC=C1C